C(CCS(=O)(=O)[O-])S(=O)(=O)OC(C)C(=O)OC 1-methoxycarbonylethyl propanedisulfonate